ClC(C(=O)Cl)=C 2-chloroprop-2-enoyl chloride